O=C1C(N=C2C=CC=CC2=C1)=O diketo-quinoline